1-(difluoromethyl)-2-oxo-1,2-dihydropyridine-3-carbonyl chloride FC(N1C(C(=CC=C1)C(=O)Cl)=O)F